O[C@H]1CC(O[C@@H]1CO)N1C(NC=C1)=O 1-((4S,5R)-4-hydroxy-5-(hydroxymethyl)tetrahydrofuran-2-yl)-1,3-dihydro-2H-imidazol-2-one